p-anilinostyrene sodiuM lauryl-sulfate C(CCCCCCCCCCC)OS(=O)(=O)[O-].[Na+].N(C1=CC=CC=C1)C1=CC=C(C=C)C=C1